N-(4-(3-(3-(oct-1-ynyl)phenylsulfonamido)phenyl)thiazol-2-yl)acetamid C(#CCCCCCC)C=1C=C(C=CC1)S(=O)(=O)NC=1C=C(C=CC1)C=1N=C(SC1)NC(C)=O